OC[C@H]1NC([C@@H]2[C@H]([C@H]12)C)=O (1R,4S,5S,6S)-4-(hydroxymethyl)-6-methyl-3-azabicyclo[3.1.0]hexan-2-one